CC=1CC=2C(=C3CCCC3=CC2C1)C1=CC=CC2=CC=CC=C12 6-methyl-4-(naphthalen-1-yl)-1,2,3,5-tetrahydro-s-indacene